C(#N)C1=CC(=C(C=C1)COC1=CC=CC(=N1)C1=CC=C(C=N1)CC=1N(C2=C(N1)C=CC(=C2)C(=O)O)CCOC)F 2-{[6-[6-[(4-cyano-2-fluoro-phenyl)methoxy]-2-pyridyl]-3-pyridyl]methyl}-3-(2-methoxyethyl)benzimidazole-5-carboxylic acid